[Ti].[Fe].[Cu] copper-iron-titanium